((1-methyl-1H-1,2,4-triazole-3-yl)methyl)-6-(1H-pyrazole-1-yl)-1-(2,4,5-trifluoro-benzyl)-1,3,5-triazole-2,4(1H,3H)-dione CN1N=C(N=C1)CN1C(N(NC1=O)CC1=C(C=C(C(=C1N1N=CC=C1)F)F)F)=O